ClC1=C(C=CC(=C1)Cl)CC(CC(C(C(C)(C)C)O)N1N=CNC1=S)C 2-[1-(2,4-dichlorophenyl)-5-hydroxy-2,6,6-trimethylheptan-4-yl]-2,4-dihydro-3H-1,2,4-triazole-3-thione